[2-(2,6-dioxopiperidin-3-yl)-1,3-dioxoisoindol-5-yl]piperidine-4-carboxylic acid O=C1NC(CCC1N1C(C2=CC=C(C=C2C1=O)N1CCC(CC1)C(=O)O)=O)=O